ClC1=CC(=C(CN2C(NC(C3=C2C=CN3)=O)=C=S)C=C1)[C@@H]1NCCCC1 (R)-1-(4-chloro-2-(piperidin-2-yl)benzyl)-2-thiocarbonyl-1,2,3,5-tetrahydro-4H-pyrrolo[3,2-d]pyrimidin-4-one